C(C1=CC=CC=C1)OC1C(CCCC1)NC=1C=C2CN(C(C2=CC1)=O)C1C(NC(CC1)=O)=O 3-(5-((2-(benzyloxy)cyclohexyl)amino)-1-oxoisoindolin-2-yl)piperidine-2,6-dione